C(C)(C)(C)OC(=O)N1C[C@@H](OC2=C(C1)N=C(C=C2)O)C(C)C (S)-7-hydroxy-2-isopropyl-2,3-dihydropyrido[2,3-f][1,4]oxazepine-4(5H)-carboxylic acid tert-butyl ester